O=C1NC(CCC1N1C(C2=CC=C(C=C2C1)O[C@@H]1CC[C@@H](N(C1)C(=O)NC)C)=O)=O (2s,5r)-5-((2-(2,6-dioxopiperidin-3-yl)-1-oxoisoindolin-5-yl)oxy)-N,2-diMethylpiperidine-1-carboxamide